1-amino-9-ethyl-4-fluoro-8,9-dihydro-2,7,9a-triazabenzo[cd]azulen-6(7H)-one NC1=NC2=C3C(C(NCC(N13)CC)=O)=CC(=C2)F